N,N-dimethyl-2-(piperazin-1-yl)ethane-1-amine CN(CCN1CCNCC1)C